C1(=CC=C(C=C1)C1=C2C=CC=CC2=C(C2=CC=CC=C12)C1=CC=C(C=C1)N1C(=NC2=C1C=CC=C2)CC)C2=CC=CC=C2 1-[4-(10-(biphenyl-4-yl)-9-anthracenyl)phenyl]-2-ethyl-1H-benzimidazole